copper (I) tetra-acetonitrile triflate [O-]S(=O)(=O)C(F)(F)F.C(C)#N.C(C)#N.C(C)#N.C(C)#N.[Cu+]